C(C1=CC=CC=C1)N(CCC1=NN(C(O1)=O)C1=CC=C(C(=N1)[N+](=O)[O-])OCC(=O)OCC)CC1=CC=CC=C1 ethyl 2-[6-[5-[2-(dibenzylamino)ethyl]-2-oxo-1,3,4-oxadiazol-3-yl]-2-nitropyridin-3-yl]oxyacetate